3,5-dimethylpiperidin-4-amine CC1CNCC(C1N)C